(2RS)-2-[4-(Difluoromethyl)-6-[4-(1-ethyl-4-piperidyl)phenyl]-1-oxo-isoindolin-2-yl]-2-(6,7-dihydro-5H-pyrrolo[1,2-c]imidazol-1-yl)-N-thiazol-2-yl-acetamide FC(C1=C2CN(C(C2=CC(=C1)C1=CC=C(C=C1)C1CCN(CC1)CC)=O)[C@@H](C(=O)NC=1SC=CN1)C1=C2N(C=N1)CCC2)F |r|